OC1=C(C(C=O)=C(C(=C1O)O)C)C=O 3,4,5-trihydroxy-6-methylphthalaldehyde